7-(6-(1H-1,2,4-triazol-3-yl)pyridin-3-yl)-1-(2-methoxyethyl)-3,4-dihydropyrazino[2,3-b]pyrazin-2(1H)-one N1N=C(N=C1)C1=CC=C(C=N1)C1=CN=C2C(=N1)N(C(CN2)=O)CCOC